C(#N)C1=CC=C2C=NC(=NC2=C1OC1CCC1)NC1=CC(=NC=C1)CSC 7-cyano-8-(cyclobutyloxy)-N-(2-((methylthio)methyl)pyridin-4-yl)quinazolin-2-amine